5-(((1S,2R)-2-((4,4-difluorocyclohexyl)amino)cyclohexyl)(methyl)amino)-2-(2,6-dioxopiperidin-3-yl)-4-hydroxyisoindoline-1,3-dione FC1(CCC(CC1)N[C@H]1[C@H](CCCC1)N(C=1C(=C2C(N(C(C2=CC1)=O)C1C(NC(CC1)=O)=O)=O)O)C)F